(2R,5S)-5-(aminomethyl)-2-methyl-2-(4-phenoxyphenyl)-1,4-thiazepan-3-one hydrochloride Cl.NC[C@H]1NC([C@](SCC1)(C1=CC=C(C=C1)OC1=CC=CC=C1)C)=O